C(=C)C1C2C3OC3C(C1)C2 6-vinyl-3-oxatricyclo[3.2.1.02,4]octane